1-(2-chloro-4-((5-methoxy-2,3-dihydro-[1,4]dioxino[2,3-f]quinolin-10-yl)oxy)phenyl)-3-propylurea ClC1=C(C=CC(=C1)OC1=CC=NC2=CC(=C3C(=C12)OCCO3)OC)NC(=O)NCCC